tert-butyl (S)-((3-(3-(4-fluoro-2-methoxyphenoxy)-5-methoxy-6-(trifluoromethyl)pyridazine-4-carboxamido)phenyl)(methyl)(oxo)-λ6-sulfaneylidene)carbamate FC1=CC(=C(OC=2N=NC(=C(C2C(=O)NC=2C=C(C=CC2)[S@@](=O)(C)=NC(OC(C)(C)C)=O)OC)C(F)(F)F)C=C1)OC